CC([C@@H](C(=O)N1[C@@H](C[C@H](C1)O)C(=O)NC)N1N=NC(=C1)CCN1CCCCC1)(C)C (2S,4R)-1-[(2S)-3,3-dimethyl-2-[4-[2-(1-piperidyl)ethyl]triazol-1-yl]butanoyl]-4-hydroxy-N-methyl-pyrrolidine-2-carboxamide